Cl.CN(CCC=O)C 3-(dimethylamino)n-propanal hydrochloride